COC1=CC=C(C=C1)CN (4-methoxyphenyl)methaneAmine